COC(CC1CCN(CC1)C=1C=C2CN(C(C2=CC1)=O)C1C(NC(CC1)=O)=O)OC 3-[5-[4-(2,2-dimethoxyethyl)piperidin-1-yl]-1-oxo-3H-isoindol-2-yl]piperidine-2,6-dione